COC(C1CCN(CC1)C=1C=CC(=NC1)C1=C(CCCC=2C=3C(=NNC3C=CC21)F)C2=CC=CC=C2)OC 6-(5-(4-(dimethoxymethyl)piperidin-1-yl)pyridin-2-yl)-1-fluoro-7-phenyl-3,8,9,10-tetrahydrocyclohepta[e]indazole